ClC=1C(=C(C(=C(C1)C(C)=O)OCC)C=C)F 1-(5-chloro-2-ethoxy-4-fluoro-3-vinylphenyl)ethanone